trans-4-(6-(Dimethylamino)pyridine-3-yl)cyclohexanecarbaldehyde CN(C1=CC=C(C=N1)[C@@H]1CC[C@H](CC1)C=O)C